benzyl (2S,4S)-2-(2-(2-acetamidoethoxy)-4-(methoxycarbonyl)phenyl)-4-ethoxypiperidine-1-carboxylate C(C)(=O)NCCOC1=C(C=CC(=C1)C(=O)OC)[C@H]1N(CC[C@@H](C1)OCC)C(=O)OCC1=CC=CC=C1